ClC1=CC=C(C=C1)NS(=O)(=O)C1CCC12CCC(CC2)C2=CC=NC1=CC=C(C=C21)F N-(4-chlorophenyl)-7-(6-fluoroquinolin-4-yl)spiro[3.5]nonane-1-sulfonamide